1-(4-methoxybenzyl)-1H-pyrazolo[3,4-b]pyrazine COC1=CC=C(CN2N=CC=3C2=NC=CN3)C=C1